(1S,2r)-2-amino-1,2-diphenyl-ethanol N[C@@H]([C@@H](O)C1=CC=CC=C1)C1=CC=CC=C1